CC1=C(C=C(C=C1)NC(=O)C=1N(N=CC1)C1=CC=CC=C1)NC1=NC=CC=C1C1=C2N=CN(C2=NC=N1)C1OCCCC1 N-[4-methyl-3-[[3-(9-tetrahydropyran-2-ylpurin-6-yl)-2-pyridyl]amino]phenyl]-2-phenyl-pyrazole-3-carboxamide